methyl (2R,3S,5R)-2-(((6-(5-fluoropyrimidin-2-yl)bicyclo[4.1.0]heptan-3-yl)oxy)methyl)-5-methyl-3-(2,2,2-trifluoro-N-(4-methoxybenzyl)acetamido)pyrrolidine-1-carboxylate FC=1C=NC(=NC1)C12CCC(CC2C1)OC[C@@H]1N([C@@H](C[C@@H]1N(C(C(F)(F)F)=O)CC1=CC=C(C=C1)OC)C)C(=O)OC